BrC=1C=C(C=NC1)O[C@@H]1CC[C@H](CC1)NC(C(CCCOC1=CC=C(C=C1)Cl)(C)C)=O trans-N-(4-((5-bromopyridin-3-yl)oxy)cyclohexyl)-5-(4-chlorophenoxy)-2,2-dimethylpentanamide